maleimidocaproyl-L-phenylalanine C1(C=CC(N1CCCCCC(=O)N[C@@H](CC1=CC=CC=C1)C(=O)O)=O)=O